CC1(OCC(CO1)CCCCCCCCCCCCCCCCCC)C 2,2-dimethyl-5-octadecyl-1,3-dioxane